ClC=1C=CC(=C(C1)O)C1=NN=C(C2=CC=CC=C12)N[C@H]1CN(CCC1)C (R)-5-chloro-2-(4-((1-methylpiperidin-3-yl)amino)phthalazin-1-yl)phenol